C/C(=C\COC1=CC2=C(C=C1)C=CC(=O)O2)/CCC3C(O3)(C)C 6',7'-epoxy-7-geranyloxycoumarin